CC1=CC(=C(C(=C1)OC2=CC(=C(C(=C2)C)C(=O)O)O)O)O The molecule is a member of the class of benzoic acids that is salicylic acid which is substituted at position 6 by a methyl group and at position 4 by a 2,3-dihydroxy-5-methylphenoxy group. It has a role as an EC 2.5.1.29 (geranylgeranyl diphosphate synthase) inhibitor and a metabolite. It is a member of benzoic acids, a member of catechols and an aromatic ether.